4-(4-fluoro-phenyl)-1-methoxy-but-3-yn-2-one FC1=CC=C(C=C1)C#CC(COC)=O